N-ethyl-diazoacetanilide C(C)N(C1=CC=CC=C1)C(C=[N+]=[N-])=O